C(C)(C)(C)OC(=O)N1C[C@@H](N(CC1)C=1C2=C(N(C(N1)=O)C1=C(C=C(C(=O)O)C=C1C)C(C)C)N=C(C(=C2)Cl)C2=C(C=CC=C2)F)C (S)-4-(4-(4-(tert-butoxycarbonyl)-2-methylpiperazin-1-yl)-6-chloro-7-(2-fluorophenyl)-2-oxopyrido[2,3-d]pyrimidin-1(2H)-yl)-3-isopropyl-5-methylbenzoic acid